ClC1=CC2=C(OC(O2)=O)C=C1CCl 5-chloro-6-(chloromethyl)-1,3-benzodioxol-2-one